(S)-3-(5-(2-oxopyrrolidin-1-yl)pyridin-3-yl)-3-(5-(2-(5,6,7,8-tetrahydro-1,8-naphthyridin-2-yl)ethoxy)-1H-indazol-1-yl)propionic acid O=C1N(CCC1)C=1C=C(C=NC1)[C@H](CC(=O)O)N1N=CC2=CC(=CC=C12)OCCC1=NC=2NCCCC2C=C1